Cl.FC1=C(C=CC=C1)C(C)(C)N 2-(2-fluorophenyl)propan-2-amine-hydrochloride salt